1-[4-[[3-chloro-1-(hydroxymethyl)-4-(methylamino)pyrazolo[3,4-d]pyrimidin-6-yl]amino]indazol-1-yl]-2-methyl-propan-2-ol ClC1=NN(C2=NC(=NC(=C21)NC)NC2=C1C=NN(C1=CC=C2)CC(C)(O)C)CO